((3s,5s,7s)-adamantan-1-yl)-1-(6-((2-methyl-[1,1'-biphenyl]-3-yl)methoxy)pyridin-3-yl)-5,8,11-trioxa-2-azatetradecan-14-amide C12(CC3CC(CC(C1)C3)C2)C(NCCOCCOCCOCCC(=O)N)C=2C=NC(=CC2)OCC=2C(=C(C=CC2)C2=CC=CC=C2)C